Tert-butyl 1-(methoxymethyl)-3-triphenylmethyl-3,8-diazabicyclo[3.2.1]octan-8-carboxylate COCC12CN(CC(CC1)N2C(=O)OC(C)(C)C)C(C2=CC=CC=C2)(C2=CC=CC=C2)C2=CC=CC=C2